FC1=CC=C(C=N1)C=1C=2N(C=C(C1)OCC(C)(C)O)N=CC2C#N 4-(6-Fluoropyridin-3-yl)-6-(2-hydroxy-2-methylpropyloxy)pyrazolo[1,5-a]pyridin-3-carbonitrile